4-(1-(2-((1H-imidazol-4-yl)sulfonyl)-4,4-dimethyl-1,2,3,4-tetrahydroisoquinolin-7-yl)piperidin-4-yl)morpholine N1C=NC(=C1)S(=O)(=O)N1CC2=CC(=CC=C2C(C1)(C)C)N1CCC(CC1)N1CCOCC1